BrCC=1N=C(SC1CBr)C(=O)OC methyl 4,5-bis(bromomethyl)thiazole-2-carboxylate